ClC=1C(=C(C=2CCCCC2C1)C(=O)O)F 3-chloro-2-fluoro-5,6,7,8-tetrahydronaphthalene-1-carboxylic acid